N[C@@H](CO)C(F)(F)F (2S)-2-AMino-3,3,3-trifluoro-1-propanol